CC1=C(C(=O)NC2(CC2)C=2C=3C4=C(C(N(C4=CC2)C)=O)C=CC3)C=C(C=C1)C1CCN(CC1)C 2-methyl-N-(1-(1-methyl-2-oxo-1,2-dihydrobenzo[cd]indol-6-yl)cyclopropyl)-5-(1-methylpiperidin-4-yl)benzamide